(R)-3-hydroxy-2,2-dimethyl-N-(1-methylpyrrolidin-3-yl)propionamide OCC(C(=O)N[C@H]1CN(CC1)C)(C)C